(5R)-2-(4,5-dimethyl-1,2-oxazole-3-carbonyl)-9,9-dimethyl-8-oxo-2-azaspiro[4.5]dec-6-ene-7-carbonitrile CC=1C(=NOC1C)C(=O)N1C[C@]2(CC1)C=C(C(C(C2)(C)C)=O)C#N